m-dioxacyclohexane O1COCCC1